(R)-2-(5-chloro-2-formylphenyl)-2,3,4,7-tetrahydro-1H-azepin-1-carboxylic acid tert-butyl ester C(C)(C)(C)OC(=O)N1[C@H](CCC=CC1)C1=C(C=CC(=C1)Cl)C=O